4-amino-N-((4R)-7-bromo-3,4-dihydro-1H-2-benzopyran-4-yl)-N-methyl-1,3-dihydrofuro[3,4-c]-[1,7]naphthyridine-8-carboxamide NC1=NC=2C=NC(=CC2C2=C1COC2)C(=O)N(C)[C@H]2COCC1=C2C=CC(=C1)Br